C1(CCCCC1)C(C(=O)NC1CCCCC1)N1C(=NC2=C1C=C(C=C2)F)C2=CC=C(C=C2)OC 2,N-dicyclohexyl-2-[6-fluoro-2-(4-methoxy-phenyl)-benzimidazol-1-yl]-acetamide